FC1(C(N(C2=C(O1)C=C(C(=C2)C2=C(C(=C(C(=C2F)F)F)F)F)F)[C@@H](C(=O)O)C)=O)F (R)-2-(2,2,7-trifluoro-3-oxo-6-(perfluorophenyl)-2,3-dihydro-4H-benzo[b][1,4]oxazin-4-yl)propanoic acid